O[C@H]1[C@H](N(C([C@H]1O)=O)C1=NC(=CC(=C1)C(F)(F)F)C)C(=O)N(C1=CC=C2C(=N1)N(C=C2)C)C (2S,3S,4S)-3,4-dihydroxy-N-methyl-N-(1-methyl-1H-pyrrolo[2,3-b]pyridin-6-yl)-1-(6-methyl-4-(trifluoromethyl)pyridin-2-yl)-5-oxopyrrolidine-2-carboxamide